C(C)OC(=O)C=1O[C@]([C@H](C1C1=C(C(=C(C=C1)F)F)C)C)(C(F)(F)F)C |r| rac-(4s,5r)-3-(3,4-difluoro-2-methylphenyl)-4,5-dimethyl-5-(trifluoromethyl)-4,5-dihydrofuran-2-carboxylic acid ethyl ester